2-((5-chloropyridin-2-yl)methyl)-3-propylnaphthaline-1,4-dione ClC=1C=CC(=NC1)CC=1C(C2=CC=CC=C2C(C1CCC)=O)=O